Cl.C(C)O (ethanol) hydrochloride